ethyl (1R,4Z,8S,9r)-bicyclo[6.1.0]non-4-ene-9-carboxylate [C@H]12CC\C=C/CC[C@@H]2C1C(=O)OCC